2,2'-[thianthrene-1,9-diylbis(methyleneoxy[1,1'-binaphthalene]-2',2-diyloxy)]di(ethan-1-ol) C1(=CC=CC=2SC3=CC=CC(=C3SC12)COC1=C(C2=CC=CC=C2C=C1)C1=C(C=CC2=CC=CC=C12)OCCO)COC1=C(C2=CC=CC=C2C=C1)C1=C(C=CC2=CC=CC=C12)OCCO